oxazoleselon O1C(NC=C1)=[Se]